[Na+].C(CCCCCCCCCCCCC)C1=C(C=CC=C1)S(=O)(=O)[O-] myristylbenzenesulfonic acid sodium salt